COC1=C(N)C=C(C(=C1)N1C[C@@H]2CN(C[C@@H]2C1)C)C 2-methoxy-5-methyl-4-((3aR,6aS)-5-methylhexahydropyrrolo[3,4-c]pyrrol-2(1H)-yl)aniline